(S)-1-oxo-1-(piperidin-4-ylamino)propan-2-ylcarbamic acid tert-butyl ester C(C)(C)(C)OC(N[C@H](C(NC1CCNCC1)=O)C)=O